(S)-5-(hydroxymethyl)dihydrofuran-2(3H)-one OC[C@@H]1CCC(O1)=O